N-((6-(thiocyano)pyridin-3-yl)methyl)pyridin-2-amine S(C#N)C1=CC=C(C=N1)CNC1=NC=CC=C1